FC=1C=C(C(=O)OC)C=C(C1)C=O methyl 3-fluoro-5-formylbenzoate